2-[3-[6-methylpyridin-2-yl]-1H-pyrazol-4-yl]-1,5-naphthyridine CC1=CC=CC(=N1)C1=NNC=C1C1=NC2=CC=CN=C2C=C1